(((9H-fluoren-9-yl)methoxy)carbonyl)glycylglycyl-Z-phenylalanylglycylglycine C1=CC=CC=2C3=CC=CC=C3C(C12)COC(=O)NCC(=O)NCC(=O)N[C@@H](CC1=CC=CC=C1)C(=O)NCC(=O)NCC(=O)O